1-methyl-adenine CN1C=NC2=NC=NC2=C1N